FC(C=1C=NC(=NC1)N1CCC(CC1)=CC(=O)N)(F)F 2-(1-(5-(Trifluoromethyl)pyrimidin-2-yl)piperidin-4-ylidene)acetamide